6-methanesulfonyl-imidazo[1,2-a]pyridine CS(=O)(=O)C=1C=CC=2N(C1)C=CN2